3,5-difluoro-2-pyridinecarboxylic acid FC=1C(=NC=C(C1)F)C(=O)O